O=C1NC(CCC1N1C(N(C2=C1C=CC(=C2)CCCN2C[C@@H](OCC2)CN(C(OC(C)(C)C)=O)C)C)=O)=O tert-butyl N-[[(2R)-4-[3-[1-(2,6-dioxo-3-piperidyl)-3-methyl-2-oxo-benzimidazol-5-yl]propyl]morpholin-2-yl]methyl]-N-methyl-carbamate